BrC=1C=CC(N(C1)C(CC)CC)=O 5-bromo-1-(pentan-3-yl)pyridin-2(1H)-one